Propyl-Disiloxane C(CC)[SiH2]O[SiH3]